FC(C(=O)O)(F)F.FC(C(=O)O)(F)F.N1CC(C1)N1CCC1 1-(azetidin-3-yl)azetidine ditrifluoroacetate